(4-(5-(2-methoxy-4-methylphenyl)imidazo[2,1-b][1,3,4]thiadiazol-2-yl)piperazin-2-yl)methanol COC1=C(C=CC(=C1)C)C1=CN=C2SC(=NN21)N2CC(NCC2)CO